5-(4-(trifluoromethyl)phenoxy)-2-(1-(vinylsulfonyl)piperidin-4-yl)-1,2,3,4-tetrahydroisoquinoline FC(C1=CC=C(OC2=C3CCN(CC3=CC=C2)C2CCN(CC2)S(=O)(=O)C=C)C=C1)(F)F